(3-(2-(octadecyloxy)ethyl)-1-vinylimidazole) bromide [Br-].C(CCCCCCCCCCCCCCCCC)OCCN1CN(C=C1)C=C